(4,6-dimethyl-2-oxo-1,2-dihydropyridin-3-yl)methyl-3-(ethyl(tetrahydro-2H-pyran-4-yl)amino)-2-methyl-5-(trans-3-(piperidin-1-yl)cyclobutoxy)benzamide CC1=C(C(NC(=C1)C)=O)CC1=C(C(=C(C(=O)N)C=C1O[C@@H]1C[C@H](C1)N1CCCCC1)C)N(C1CCOCC1)CC